B(O)(O)O.FC=1C=C(C=C(C1F)F)C1=CC=CC=C1 3,4,5-trifluorobiphenyl-boric acid